C\C=C\CCC trans-2-hexene